4-trans-(4-heptyl cyclohexyl benzoate) C(CCCCCC)C1CCC(CC1)C1=C(C(=O)[O-])C=CC=C1